N-{3-[(3-oxo-1-phenyl-2,6,9,12-tetraoxatetradec-14-yl)oxy]benzoyl}glycyl-N6-[(benzyloxy)carbonyl]-L-lysine tert-butyl ester C(C)(C)(C)OC([C@@H](NC(CNC(C1=CC(=CC=C1)OCCOCCOCCOCCC(OCC1=CC=CC=C1)=O)=O)=O)CCCCNC(=O)OCC1=CC=CC=C1)=O